FC=1C=2N(C=C(C1)N)C(=C(N2)C)C 8-fluoro-2,3-dimethylimidazo[1,2-a]pyridin-6-amine